vinylformate C(=C)C(=O)[O-]